(R)-1-(3-iodo-4-nitrophenyl)-N,N-dimethylpyrrolidin-3-amine IC=1C=C(C=CC1[N+](=O)[O-])N1C[C@@H](CC1)N(C)C